(E)-8-(2,2-dimethylcyclopropyl)oct-2-en-1-ol CC1(C(C1)CCCCC/C=C/CO)C